2-((4-(1H-tetrazol-1-yl)phenyl)sulfonamido)-4-(trifluoromethyl)-N-(3-(trifluoromethyl)bicyclo[1.1.1]pentan-1-yl)benzamide N1(N=NN=C1)C1=CC=C(C=C1)S(=O)(=O)NC1=C(C(=O)NC23CC(C2)(C3)C(F)(F)F)C=CC(=C1)C(F)(F)F